NC1=CC(=C(C=C1)C=1CCN(CC1)C(=O)OC(C)(C)C)Cl tert-butyl 4-(4-amino-2-chloro-phenyl)-3,6-dihydro-2H-pyridine-1-carboxylate